(S)-2,N-dicyclohexyl-2-[2-(2,4-dimethoxy-phenyl)-benzimidazol-1-yl]-acetamide C1(CCCCC1)[C@@H](C(=O)NC1CCCCC1)N1C(=NC2=C1C=CC=C2)C2=C(C=C(C=C2)OC)OC